6-PHENYL-1H-PYRROLO[2,3-B]PYRIDINE-5-CARBOXALDEHYDE C1(=CC=CC=C1)C1=C(C=C2C(=N1)NC=C2)C=O